[(2R,3S,4R,5R)-5-[2-cyano-4-[[(1S)-1-(4-cyanophenyl)ethyl]-amino]pyrrolo[2,3-d]-pyrimidin-7-yl]-3,4-dihydroxy-tetrahydro-furan-2-yl]methoxy-methylphosphonic acid C(#N)C=1N=C(C2=C(N1)N(C=C2)[C@H]2[C@@H]([C@@H]([C@H](O2)COCP(O)(O)=O)O)O)N[C@@H](C)C2=CC=C(C=C2)C#N